C1C(C[C@H](C([C@@H]1OC(=O)/C=C/C2=CC(=C(C=C2)O)O)O)OC(=O)/C=C/C3=CC(=C(C=C3)O)O)(O)C(=O)O The molecule is a carboxylic ester that is the diester obtained by the condensation of the hydroxy groups at positions 3 and 5 of (-)-quinic acid with the carboxy group of trans-caffeic acid. Isolated from Brazilian propolis and Suaeda glauca, it exhibits hepatoprotective and cytotoxic activities. It has a role as a metabolite, a hepatoprotective agent and an antineoplastic agent. It is a cyclitol carboxylic acid and a carboxylic ester. It derives from a (-)-quinic acid and a trans-caffeic acid.